ClC=1C=CC(=NC1)[C@@]1(OC2=C(O1)C=CC=C2C2=CC[C@@H](OC2)CC2=NC1=C(N2C[C@H]2OCC2)C=C(C=C1F)C(=O)O)C 2-(((R)-5-((S)-2-(5-chloropyridin-2-yl)-2-methylbenzo[d][1,3]dioxol-4-yl)-3,6-dihydro-2H-pyran-2-yl)methyl)-4-fluoro-1-(((S)-oxetan-2-yl)methyl)-1H-benzo[d]imidazole-6-carboxylic acid